2-hexylheptanol C(CCCCC)C(CO)CCCCC